C1(CC1)N1N=CC(=C1)NC1=NC=CC(=N1)C1=CC(=C(C(=O)N2CC(C2)C#N)C=C1)F 1-(4-(2-((1-Cyclopropyl-1H-pyrazol-4-yl)amino)pyrimidin-4-yl)-2-fluorobenzoyl)azetidine-3-carbonitrile